o-formyl-benzenesulfonyl chloride C(=O)C1=C(C=CC=C1)S(=O)(=O)Cl